C(C1=CC=CC=C1)(=O)[O-].[Na+] sodium benzoate salt